(R)-3-(1-benzhydryl-azetidin-3-ylidene)-butan-2-ol C(C1=CC=CC=C1)(C1=CC=CC=C1)N1CC(C1)=C([C@@H](C)O)C